FC(S(=O)(=O)O)(F)F.S1C(=NC2=C1C=CC=C2)OC2=CC=C(C=C2)CCN(CCCNS(=O)(=O)C(C)C)C2CC2 propane-2-sulfonic acid [3-({2-[4-(benzothiazol-2-yloxy)-phenyl]-ethyl}-cyclopropyl-amino)-propyl]-amide trifluoromethanesulfonic acid salt